aminopropane-1-sulphonic acid NC(CC)S(=O)(=O)O